FC(CNC(=O)C1=CN=C2N1C=C(C=C2)C2=CNC1=NC(=CC=C12)NC(=O)C1CCN(CC1)C)F N-(2,2-difluoroethyl)-6-(6-(1-methylpiperidine-4-carboxamido)-1H-pyrrolo[2,3-b]pyridin-3-yl)imidazo[1,2-a]pyridine-3-carboxamide